2-[[6-(1,3-benzothiazol-2-ylamino)-5-methylpyridazin-3-yl]-[5-[2-(dimethylamino)ethyl-methyl-amino]-4-hydroxy-pentyl]amino]thiazole-4-carboxylic acid S1C(=NC2=C1C=CC=C2)NC2=C(C=C(N=N2)N(C=2SC=C(N2)C(=O)O)CCCC(CN(C)CCN(C)C)O)C